tert-butyl 5-({5-[(3-bromo-4-cyano-1-{[2-(trimethylsilyl)ethoxy]methyl}-1H-pyrazol-5-yl)amino]pyrazin-2-yl}oxy)pentanoate BrC1=NN(C(=C1C#N)NC=1N=CC(=NC1)OCCCCC(=O)OC(C)(C)C)COCC[Si](C)(C)C